7-(1-oxetan-3-yl-piperidin-4-ylmethoxy)-imidazo[1,2-a]pyridin O1CC(C1)N1CCC(CC1)COC1=CC=2N(C=C1)C=CN2